1-[2-(3-fluoroazetidin-1-yl)-2-oxo-ethyl]-3-(fluoromethyl)-6-[5-(trifluoromethyl)-2-thienyl]imidazo[4,5-b]pyridin-2-one FC1CN(C1)C(CN1C(N(C2=NC=C(C=C21)C=2SC(=CC2)C(F)(F)F)CF)=O)=O